C(C)[N+](CCOC(C1=CC=C(C=C1)NC(C1=C(C=CC=C1)OCCCCCCCC)=O)=O)(C)CC Diethyl(methyl)(2-{4-[2-(octyloxy)benzamido]benzoyloxy}ethyl)azanium